C(CC)[NH+]1C(N(C(C=C1C)C)CCC)=S 1,2-dihydro-1,3-dipropyl-4,6-dimethyl-2-thioxo-pyrimidinium